2,4,6-tris-(4-bromophenyl)-1,3,5-triazine BrC1=CC=C(C=C1)C1=NC(=NC(=N1)C1=CC=C(C=C1)Br)C1=CC=C(C=C1)Br